ClC1=NC(=NC(=C1)C(F)(F)F)C 4-chloro-2-methyl-6-(trifluoromethyl)pyrimidine